C(C)(C)(C)C=1C(=C(C(=C2C=CC=CC12)S(=O)(=O)O)S(=O)(=O)O)C(C)(C)C di-(tert-butyl)naphthalenedisulfonic acid